ClC1=C(C=C(C(=O)NCC2=C3C=NNC3=CC=C2)C=C1F)F 4-chloro-3,5-difluoro-N-(1H-indazol-4-ylmethyl)benzamide